2-(2-isopropyl-3-methyl-phenyl)-7-methyl-9-[[4-[1-methyl-4-(trifluoromethyl)imidazol-2-yl]phenyl]methyl]purin-8-imine C(C)(C)C1=C(C=CC=C1C)C1=NC=C2N(C(N(C2=N1)CC1=CC=C(C=C1)C=1N(C=C(N1)C(F)(F)F)C)=N)C